ClC1=C(C=C(N=N1)N[C@H]1CNCCC1)C 6-chloro-5-methyl-N-[(3R)-piperidin-3-yl]pyridazin-3-amine